ClC1=NC=C(C(=N1)C=1C=NC2=CC=CC=C2C1)C1CC1 3-(2-chloro-5-cyclopropylpyrimidin-4-yl)quinoline